C[C@@H](C(=O)OC)Cl (s)-(-)-2-chloropropionic acid methyl ester